ethyl 4-methyl-5-(2-((7-(5-methyl-1,2,4-oxadiazol-3-yl) isoquinolin-1-yl) amino) ethyl)-4,5,6,7-tetrahydropyrazolo[1,5-a]pyrazine-2-carboxylate CC1C=2N(CCN1CCNC1=NC=CC3=CC=C(C=C13)C1=NOC(=N1)C)N=C(C2)C(=O)OCC